[(2R,3S,4R,5R)-5-(6-cyanopurin-9-yl)-3,4-dihydroxy-tetrahydro-furan-2-yl]methoxy-methylphosphonic acid C(#N)C1=C2N=CN(C2=NC=N1)[C@H]1[C@@H]([C@@H]([C@H](O1)COCP(O)(O)=O)O)O